cis-5-cyclopropyl-1-[8-(difluoromethyl)quinolin-5-yl]piperidin-3-amine C1(CC1)[C@@H]1C[C@@H](CN(C1)C1=C2C=CC=NC2=C(C=C1)C(F)F)N